N1(CCOCC1)C(=O)C=1C=C2C(=CC=NC2=CC1)C1=CC=NC2=CC=CC=C12 6-(morpholine-4-carbonyl)-[4,4'-biquinolin]